[Na].CN[C@H](CC(N)=O)C(=O)O N-methyl-D-asparagine Sodium